FC1[C@@H]2CN(C[C@H]12)C(=O)OC(C)(C)C Tert-butyl (1R,5S,6r)-6-fluoro-3-azabicyclo[3.1.0]hexane-3-carboxylate